di-tert-butyl (4-(allyl(4-fluorobenzyl)amino)-3-fluoro-1,2-phenylene)dicarbamate C(C=C)N(C1=C(C(=C(C=C1)NC(OC(C)(C)C)=O)NC(OC(C)(C)C)=O)F)CC1=CC=C(C=C1)F